C(C1=CC=CC=C1)OC(=O)N[C@H](C(CC(=O)OC(C)(C)C)=O)[C@@H](CC)C1=CC=C(C=C1)F tert-butyl (4S,5S)-4-(((benzyloxy)carbonyl)amino)-5-(4-fluorophenyl)-3-oxoheptanoate